C(C)C1=CC(=NO1)C1=CC2=C([C@@H](CO2)NC(=O)C=2C=NN(C2)C)C=C1 (S)-N-(6-(5-ethylisoxazol-3-yl)-2,3-dihydrobenzofuran-3-yl)-1-methyl-1H-pyrazole-4-carboxamide